8-[(4-bromo-5-fluoro-2-methylphenyl)methyl]-3-methoxyimidazo[1,2-a]pyrazine-6-carboximidamide BrC1=CC(=C(C=C1F)CC=1C=2N(C=C(N1)C(N)=N)C(=CN2)OC)C